CC(=C[SiH2]OC(O[SiH2]C=C(C)C)(O[SiH2]C=C(C)C)[SiH3])C tris[(dimethylvinyl)siloxy]methylsilane